barioanthrone [BaH]C1=CC=CC=2CC3=CC=CC=C3C(C12)=O